C(C1=CC=CC=C1)OC([C@@H]1[C@H]([C@@H]([C@H]([C@@H](O)O1)O)O)O)=O α-D-glucuronic acid benzyl ester